C(C)(C)C1=CC(=NN1)C(=O)N1C[C@H]2C([C@H]2C1)C1=NOC(N1C)(C)C (5-isopropyl-1H-pyrazol-3-yl)[(1R,5S,6r)-6-(4,5,5-trimethyl-4,5-dihydro-1,2,4-oxadiazol-3-yl)-3-azabicyclo[3.1.0]hex-3-yl]methanone